C1(C=CC2=CC=CC=C12)C(=O)N Indene-1-carboxamide